C(#N)C=1C=CC(=C2C=CC=NC12)N1C[C@]2(C[C@]2(C1)C(F)(F)F)C(=O)N[C@@H]1C[C@@H](C1)N1CCOCC1 |o1:14,16| (1R,5S) or (1S,5R)-3-(8-cyanoquinolin-5-yl)-N-(cis-3-morpholino-cyclobutyl)-5-(trifluoromethyl)-3-azabicyclo[3.1.0]hexane-1-carboxamide